ClC1=CC(=CC2=C1NS(C2)(=O)=O)C2=NNC(SC2C)=O 5-(7-chloro-2,2-dioxido-1,3-dihydrobenzo[c]isothiazol-5-yl)-6-methyl-3,6-dihydro-2H-1,3,4-thiadiazin-2-one